C1(=CC=C(C=C1)C(CCCCC)=O)C 1-p-tolylhexane-1-one